ethoxy-2',3,3'-trifluoro-[1,1'-biphenyl] C(C)OC1=C(C=CC=C1F)C1=C(C(=CC=C1)F)F